NC1=NN2C(C=C(C=C2)C=2C(=C(C(=O)NCC(C(C([2H])([2H])[2H])(O)C3=CC=C(C=C3)F)F)C(=CC2)C(F)F)F)=N1 3-(2-amino-[1,2,4]triazolo[1,5-a]pyridin-7-yl)-6-(difluoromethyl)-2-fluoro-N-(2-fluoro-3-(4-fluorophenyl)-3-hydroxybutyl-4,4,4-d3)benzamide